O=C1C2=CC=CC=C2OC=2C=CC(=CC12)C(C(=O)[O-])C 2-(9-oxoxanthen-2-yl)propionate